O=S1(N=C(C2=C1C=C(C=C2)B2OC(C(O2)(C)C)(C)C)N(\N=C\C2=CC1=C(NC(N1CC)=O)C=C2)C)=O 5-[(E)-[[1,1-dioxo-6-(4,4,5,5-tetramethyl-1,3,2-dioxaborolan-2-yl)-1,2-benzothiazol-3-yl]-methyl-hydrazono]methyl]-3-ethyl-1H-benzimidazol-2-one